(1-methyl-2-(morpholinomethyl)-1H-imidazol-5-yl)phenol CN1C(=NC=C1C1=C(C=CC=C1)O)CN1CCOCC1